C(CCCCCCC\C=C/CCCCCCCC)(=O)OCCCCCCCCCCC(C)C isotridecyl alcohol oleate